2-[[1-[(1-hydroxycyclohexyl)methyl]piperidin-4-yl]methyl]-6-pyrazol-1-ylpyridin-3-one OC1(CCCCC1)CN1CCC(CC1)CC1N=C(C=CC1=O)N1N=CC=C1